1'-((3-Ethyl-2-carbonyl-1,2,3,4-tetrahydropyrido[3,2-d]pyrimidin-7-yl)methyl)-N-methyl-1',2',3',6'-Tetrahydro-[3,4'-bipyridine]-6-carboxamide C(C)N1C(NC2=C(C1)N=CC(=C2)CN2CCC(=CC2)C=2C=NC(=CC2)C(=O)NC)=C=O